C1(C=CC=C1)[Ti](C1=C(C(=CC=C1F)N(C(C)C)C(C(CCC)(C)C)=O)F)(C1=C(C(=CC=C1F)N(C(C)C)C(C(CCC)(C)C)=O)F)C1C=CC=C1 bis(cyclopentadienyl)bis[2,6-difluoro-3-(N-isopropyl-2,2-dimethylpentanoylamino)phenyl]titanium